Pimelic acid zinc salt [Zn+2].C(CCCCCC(=O)[O-])(=O)[O-]